C1(CC1)C1=NN(C(=C1)C1CC1)C1=CC=C(C=C1)NC(=O)C=1C=C2C=CC=NC2=CC1 N-[4-(3,5-dicyclopropyl-1H-pyrazol-1-yl)phenyl]quinoline-6-carboxamide